O.O.O.[Zn].N1=CNC2=C1C=CC=C2 benzimidazole zinc salt trihydrate